C(C(=O)O)(=O)O.C(C(=O)[O-])(=O)[O-].[La+3].C(C(=O)[O-])(=O)[O-].C(C(=O)[O-])(=O)[O-].[La+3] lanthanum oxalate, oxalic acid salt